C(#C)C=1C2=CC=C(C(=C2C=CC1F)C(=O)[O-])O 5-ethynyl-6-fluoronaphthalene-2-olcarboxylate